N-((3-(3,4-difluorophenyl)azetidin-3-yl)methyl)-2,5-bis(trifluoromethyl)pyrazolo[1,5-a]pyrimidin-7-amine FC=1C=C(C=CC1F)C1(CNC1)CNC1=CC(=NC=2N1N=C(C2)C(F)(F)F)C(F)(F)F